C(CCCCC(C)C)NC(CCCC)=O N-isooctyl-valeramide